CC(C)(CCN1C(N(C2=C1C=C(C=C2)[N+](=O)[O-])C)=O)NC(C)=O N-(2-methyl-4-(3-methyl-6-nitro-2-oxo-2,3-dihydro-1H-benzo[d]imidazol-1-yl)butan-2-yl)acetamide